((1-(3-(1-(((R)-tert-butylsulfinyl) amino) ethyl)-5-fluoropyridin-2-yl) pyrrolidin-3-yl) methyl) carbamate C(N)(OCC1CN(CC1)C1=NC=C(C=C1C(C)N[S@](=O)C(C)(C)C)F)=O